((6-(2-chloro-6-allyl-7H-pyrrolo[2,3-d]pyrimidin-7-yl)pyridin-2-yl)imino)dimethyl-λ6-sulfanone Isodecyl-Citrate (3,7-dimethyloctan-3-yl-citrate) CC(CC)(CCCC(C)C)C(C(=O)O)C(O)(C(=O)O)CC(=O)O.C(CCCCCCC(C)C)C(C(=O)O)C(O)(C(=O)O)CC(=O)O.ClC=1N=CC2=C(N1)N(C(=C2)CC=C)C2=CC=CC(=N2)N=S(=O)(C)C